(4-((1,1-dimethyl-2,3-dihydro-1H-inden-5-yl)amino)cyclohexyl)carbamate CC1(CCC2=CC(=CC=C12)NC1CCC(CC1)NC([O-])=O)C